CC1=C(C(=CC(=C1)C)[N+](=O)[O-])O 2,4-dimethyl-6-nitrophenol